Cl.OC1=CC=C(C=C1)C=1CC[C@H](N1)C(=O)OC methyl (S)-5-(4-hydroxyphenyl)-3,4-dihydro-2H-pyrrole-2-carboxylate hydrochloride